7-bromo-1,3,3-trimethyl-2H-1,8-naphthyridin-4-one BrC1=CC=C2C(C(CN(C2=N1)C)(C)C)=O